epsilon-carboxy-methyl-lysine C(=O)(O)C(CCC[C@H](NC)C(=O)O)N